2-amino-4-[4-(3-methoxypropyl)phenyl]-6-(3-pyridylmethyl-sulfanyl)-pyridine-3,5-dicarbonitrile NC1=NC(=C(C(=C1C#N)C1=CC=C(C=C1)CCCOC)C#N)SCC=1C=NC=CC1